(2r,3r,4r,5s)-3,4,5-trihydroxypiperidine-2-carboxylic acid O[C@@H]1[C@@H](NC[C@@H]([C@H]1O)O)C(=O)O